ClC1=CC=C(C=C1)C1OC(=C(C1=O)OS(=O)(=O)CC1=C(C=CC=C1F)F)N 2-(4-chlorophenyl)-4-[[2,6-difluorophenylmethylsulfonyl]oxy]-5-amino-3(2H)-furanone